(R)-6-methyl-2-(1-(1-(m-tolyl)-1H-imidazol-2-yl)isoindolin-2-yl)-4-(trifluoromethyl)nicotinonitrile CC1=NC(=C(C#N)C(=C1)C(F)(F)F)N1[C@H](C2=CC=CC=C2C1)C=1N(C=CN1)C=1C=C(C=CC1)C